CC1=CC=C(C=C1)C1=CC=C(C=C1)C 4',4-dimethylbiphenyl